CC=1C=C(C=CC1OC1=CC2=C(N(C=N2)C)C=C1)NC=1C2=C(N=CN1)C=CC(=N2)C=2CCN(CC2)C(=O)OC(C)(C)C tert-butyl 4-(4-((3-methyl-4-((1-methyl-1H-benzo[d]imidazol-5-yl)oxy)phenyl)amino)pyrido[3,2-d]pyrimidin-6-yl)-3,6-dihydropyridine-1(2H)-carboxylate